D-rhamnose phosphate P(=O)(O)(O)O.O=C[C@@H](O)[C@@H](O)[C@H](O)[C@H](O)C